C(C)C=1N(C=CN1)CC1=CC=C(C=C1)C1=CSC(=C1C)CC(C)C 3-(4-((2-ethyl-1H-imidazol-1-yl)methyl)phenyl)-5-isobutyl-4-methylthiophene